CC(S(=O)(=O)N)C1CNCCC1 methylpiperidin-3-ylmethanesulfonamide